C(=O)O.NC1CC(C1)NC(=O)N1CCN(CC1)C(C1=C(C=C(C=C1)NC=1C=2N(C=CN1)C(=CN2)C=2C(=NNC2)C(F)(F)F)Cl)=O N-(3-aminocyclobutyl)-4-[2-chloro-4-[[3-[3-(trifluoromethyl)-1H-pyrazol-4-yl]imidazo[1,2-a]pyrazin-8-yl]amino]benzoyl]piperazine-1-carboxamide formate